3-amino-3-{[3-(but-2-yloxy)-3-oxopropyl]carbamoyl}propanoic acid NC(CC(=O)O)C(NCCC(=O)OC(C)CC)=O